2-[6-[(3S)-3-amino-1-piperidyl]pyridazin-3-yl]-3,5-dimethyl-phenol N[C@@H]1CN(CCC1)C1=CC=C(N=N1)C1=C(C=C(C=C1C)C)O